2-chloro-3-(3-((2-(difluoromethyl)-7-vinylpyrido[3,2-d]pyrimidin-4-yl)amino)-2'-methyl-[1,1'-biphenyl]-3-yl)-2-methoxypyridine-3-carboxaldehyde ClC1(N=CC=CC1(C=O)C1(CC(=CC=C1)C1=C(C=CC=C1)C)NC=1C2=C(N=C(N1)C(F)F)C=C(C=N2)C=C)OC